C(C)(C)(C)C12C(C3C(C=C1)(O)S3)S2 p-tertiary butyl-phenol disulfide